C(C1=CC=CC=C1)(C1=CC=CC=C1)N1CC2CCC(C1)N2 3-benzhydryl-3,8-diazabicyclo[3.2.1]octane